CNC(C1=CN=CC=C1)=O N-methylnicotinamide